N-(4-(hydroxymethyl)tetrahydro-2H-pyran-4-yl)-2-methyl-5-((1-methyl-1H-1,2,4-triazol-3-yl)methoxy)benzofuran-3-carboxamide OCC1(CCOCC1)NC(=O)C1=C(OC2=C1C=C(C=C2)OCC2=NN(C=N2)C)C